ClC1=CC=C2C(=N1)N(NC2=O)C 6-chloro-1-methyl-1,2-dihydro-3H-pyrazolo[3,4-b]pyridin-3-one